BrC1=CC2=C(C(=NO2)C=2C(=C(C=C(C2)CC)S(=O)(=O)N)OC)C=C1 (6-bromobenzo[d]isoxazol-3-yl)-5-ethyl-2-methoxybenzenesulfonamide